C1(CC1)C1=C2C=CNC2=CC=C1OC=1C=C(C#N)C=CC1 3-((4-cyclopropyl-1H-indol-5-yl)oxy)benzonitrile